8-chloro-1-(2,6-dichlorophenyl)-5-(2-hydroxyethoxy)-2-(hydroxymethyl)-1,6-naphthyridin-4(1H)-one ClC=1C=NC(=C2C(C=C(N(C12)C1=C(C=CC=C1Cl)Cl)CO)=O)OCCO